3-(2-((6-chlorohexyl)oxy)ethoxy)propanal ClCCCCCCOCCOCCC=O